(S)-2-tert-Butoxycarbonylamino-3-methylbutanoic acid chloromethyl ester ClCOC([C@H](C(C)C)NC(=O)OC(C)(C)C)=O